N-(4-(8-Amino-3-isopropyl-5-(piperazin-1-ylmethyl)imidazo[1,5-a]pyrazin-1-yl)-2-fluorophenyl)-1-(2-Chlorophenyl)methansulfonamid NC=1C=2N(C(=CN1)CN1CCNCC1)C(=NC2C2=CC(=C(C=C2)NS(=O)(=O)CC2=C(C=CC=C2)Cl)F)C(C)C